CCCCCCCCCCCC(=O)OC[C@H](COP(=O)([O-])OCC[N+](C)(C)C)OC(=O)CCCCCCCCC/C=C\C/C=C\CCCCC 1-dodecanoyl-2-(11Z,14Z-eicosadienoyl)-glycero-3-phosphocholine